N-(2-(3,6-Diazabicyclo[3.1.1]heptan-3-yl)-5-(3'-methyl-2'-oxo-2',3'-dihydrospiro[cyclobutane-1,1'-pyrrolo[2,3-c]quinolin]-8'-yl)pyridin-3-yl)methanesulfonamide formate C(=O)O.C12CN(CC(N1)C2)C2=NC=C(C=C2NS(=O)(=O)C)C2=CC=1C3=C(C=NC1C=C2)N(C(C32CCC2)=O)C